bis(2-pentylheptyl) 11-(2-(diethylamino)ethyl)-5,17-dihexyl-7,15-dioxo-6,8,14,16-tetraoxa-11-azahenicosanedioate C(C)N(CCN(CCOC(OC(CCCC(=O)OCC(CCCCC)CCCCC)CCCCCC)=O)CCOC(OC(CCCC(=O)OCC(CCCCC)CCCCC)CCCCCC)=O)CC